(2R,3S)-3-amino-4-phenyl-1-(4-(4-(trifluoromethyl)benzyl)piperazin-1-yl)butan-2-ol N[C@H]([C@@H](CN1CCN(CC1)CC1=CC=C(C=C1)C(F)(F)F)O)CC1=CC=CC=C1